6-(3-isopropyl-5-(1-((1-methyl-1H-1,2,4-triazol-3-yl)methyl)azetidin-3-yl)-1H-indol-2-yl)-7,8-dimethyl-[1,2,4]triazolo[4,3-a]pyridine C(C)(C)C1=C(NC2=CC=C(C=C12)C1CN(C1)CC1=NN(C=N1)C)C=1C(=C(C=2N(C1)C=NN2)C)C